2-(1-(4-amino-3-(3-fluorophenyl)-1H-pyrazolo[3,4-d]pyrimidin-1-yl)ethyl)-3-cyclobutyl-5-fluoroquinazolin-4(3H)-one NC1=C2C(=NC=N1)N(N=C2C2=CC(=CC=C2)F)C(C)C2=NC1=CC=CC(=C1C(N2C2CCC2)=O)F